C(CCCCC)NC(=O)[C@@H]1N(C(N(C1)CC1=CC=C(C(=O)N2C[C@H]([C@@H](C2)C(=O)N[C@@H]2[C@H](C2)C2=CC=CC=C2)C(=O)N[C@@H]2[C@H](C2)C2=CC=CC=C2)C=C1)=O)CCCCCCCC (3S,4S)-1-(4-(((R)-4-(hexylcarbamoyl)-3-octyl-2-oxoimidazolidin-1-yl)methyl)benzoyl)-N3,N4-bis((1S,2R)-2-phenylcyclopropyl)pyrrolidine-3,4-dicarboxamide